N1(NCCN2C1CNCC2)C(=O)N hexahydro-2H-pyrazino[2,1-c][1,2,4]triazin-1(6H)-formamide